N-(2,2-difluoroethyl)-N-(2-(3,3-dimethylbut-1-yn-1-yl)pyridin-4-yl)-7-fluoro-[1,2,4]triazolo[4,3-a]quinazolin-5-amine FC(CN(C1=NC=2N(C3=CC=C(C=C13)F)C=NN2)C2=CC(=NC=C2)C#CC(C)(C)C)F